3-(2-(((4-methoxybenzyl)thio)methyl)imidazo[1,2-a]pyridin-6-yl)-5-(trifluoromethyl)-1,2,4-oxadiazole COC1=CC=C(CSCC=2N=C3N(C=C(C=C3)C3=NOC(=N3)C(F)(F)F)C2)C=C1